C(C=C)OCCOC(C)CCO 2-(2-allyloxyethoxy)-4-butanol